C1(CC1)NC=1C=C(C#N)C=CC1[N+](=O)[O-] 3-(cyclopropylamino)-4-nitrobenzonitrile